ClC1=CC(=CC=2CN(CCOC21)CC2=CC(=NC=C2)NC(OC(C)(C)C)=O)N2C=CC1=CC(=CC=C21)F tert-butyl N-(4-{[9-chloro-7-(5-fluoroindol-1-yl)-3,5-dihydro-2H-1,4-benzoxazepin-4-yl]methyl}pyridin-2-yl)carbamate